6-(difluoromethyl)-2-(1H-imidazol-1-yl)-N-(4-(2-methoxyethoxy)cyclohexyl)pyrimidine-4-carboxamide FC(C1=CC(=NC(=N1)N1C=NC=C1)C(=O)NC1CCC(CC1)OCCOC)F